N1(CCCC1)C(=O)C1CC=C(CC1)B1OC(C(O1)(C)C)(C)C pyrrolidin-1-yl(4-(4,4,5,5-tetramethyl-1,3,2-dioxaborolan-2-yl)cyclohex-3-en-1-yl)methanone